(3R)-3-{[8-methyl-2-(1-methyl-1H-pyrazol-4-yl)[1,2,4]triazolo[1,5-c]quinazolin-5-yl]amino}azepan-2-one CC=1C=CC=2C=3N(C(=NC2C1)N[C@H]1C(NCCCC1)=O)N=C(N3)C=3C=NN(C3)C